tert-Butyl 4-(4-(benzo[d]oxazol-2-ylamino)phenylamino)-4-oxobutylcarbamate O1C(=NC2=C1C=CC=C2)NC2=CC=C(C=C2)NC(CCCNC(OC(C)(C)C)=O)=O